(S)-4-((((6-(2-chloro-3-(3-chloro-2-(3-methoxy-4-(((((R)-5-oxopyrrolidin-3-yl)methyl)amino)methyl)phenyl)pyridin-4-yl)phenyl)-2-methoxypyridin-3-yl)methyl)amino)methyl)pyrrolidin-2-one ClC1=C(C=CC=C1C1=C(C(=NC=C1)C1=CC(=C(C=C1)CNC[C@@H]1CNC(C1)=O)OC)Cl)C1=CC=C(C(=N1)OC)CNC[C@@H]1CC(NC1)=O